NC1=CC(=NC=C1C(=O)NC1CCN(CC1)C(=O)OC(C)(C)C)Cl tert-butyl 4-(4-amino-6-chloronicotinamido)piperidine-1-carboxylate